BrC1=CC=C(C=C1)NC(CC1NC(C(C1=O)=C(C)NNC1=CC=C(C=C1)Cl)=O)=O N-(4-bromophenyl)-2-(4-(1-(2-(4-chlorophenyl)hydrazino)ethylidene)-3,5-dioxopyrrolidin-2-yl)acetamide